2-amino-9-((2R,3R,5S)-3-hydroxy-5-(hydroxymethyl)tetrahydrofuran-2-yl)-7-(methoxymethyl)-7,9-dihydro-1H-purine-6,8-dione NC=1NC(C=2N(C(N(C2N1)[C@@H]1O[C@@H](C[C@H]1O)CO)=O)COC)=O